FC1(CC1)C(=O)N[C@H](C(=O)N1[C@@H](C[C@H](C1)O)C(=O)NCC1=C(C=C(C=C1)C1=C(N=CS1)C)OCCCNC)C(C)(C)C (2S,4R)-1-((S)-2-(1-fluorocyclopropanecarboxamido)-3,3-dimethylbutanoyl)-4-hydroxy-N-(2-(3-(methylamino)propoxy)-4-(4-methylthiazol-5-yl)benzyl)pyrrolidine-2-carboxamide